C(NC(=O)C1=CC=C(C=N1)C=1CC(NC(C1)([2H])[2H])([2H])[2H])([2H])([2H])[2H] N-(methyl-d3)-1',2',3',6'-tetrahydro-[3,4'-bipyridine]-2',2',6',6'-d4-6-carboxamide